5-(1',1',3',3'-Tetramethylbutyl)Benzotriazole CC(CC(C)(C)C)(C)C1=CC2=C(NN=N2)C=C1